C1(CC1)N1C(=C(C=C1C)C(=O)O)C1=NC=CC=C1OC(F)(F)F 1-cyclopropyl-5-methyl-2-(3-(trifluoromethoxy)pyridin-2-yl)-1H-pyrrole-3-carboxylic acid